C1(=CC=CC=C1)[C@@H]1N(C=CC=C1)C(=O)OCC1=CC=CC=C1 Benzyl (R)-2-phenylpyridine-1(2H)-carboxylate